5-Fluoro-4-methyl-4'-((4-methylpiperazin-1-yl)sulfonyl)-N-propyl-[1,1'-biphenyl]-3-amine FC=1C(=C(C=C(C1)C1=CC=C(C=C1)S(=O)(=O)N1CCN(CC1)C)NCCC)C